C(CC(=O)C)(=O)OC(C)(C)C t-Butyl Acetoacetate